4-[4-{[(3S)-oxolan-3-yl]oxy}-7-(pyridin-2-yl)-5H-pyrrolo[3,2-d]pyrimidin-6-yl]pyridin-2-amine O1C[C@H](CC1)OC=1C2=C(N=CN1)C(=C(N2)C2=CC(=NC=C2)N)C2=NC=CC=C2